CC(C)(C)[S@@](=O)N[C@H](C)C1=CC=CC=2C=3N(C(=NC12)N1CCCCC1)C=NN3 (R)-2-methyl-N-((R)-1-(5-(piperidin-1-yl)-[1,2,4]triazolo[4,3-c]quinazolin-7-yl)ethyl)propane-2-sulfinamide